N-[5-(1H-benzimidazol-2-yl)-1H-pyrazol-3-yl]-6-[(3S)-3-hydroxy-pyrrolidin-1-yl]pyridine-3-carboxamide N1C(=NC2=C1C=CC=C2)C2=CC(=NN2)NC(=O)C=2C=NC(=CC2)N2C[C@H](CC2)O